2-Chlorocyclohexane-1,3-dicarbaldehyde ClC1C(CCCC1C=O)C=O